OC(C(=O)O)C(C(CO)O)O 2,3,4,5-tetrahydroxyvaleric acid